The molecule is a fatty amide resulting from the formal condensation of octanoic acid with ammonia. It is a primary carboxamide and a primary fatty amide. It derives from an octanoic acid. CCCCCCCC(=O)N